2-(6-(3-(1H-indol-6-yl)ureido)-4-benzyl-3-oxo-3,4-dihydro-2H-benzo[b][1,4]thiazin-2-yl)acetamide N1C=CC2=CC=C(C=C12)NC(NC1=CC2=C(SC(C(N2CC2=CC=CC=C2)=O)CC(=O)N)C=C1)=O